2-(2,6-dioxopiperidin-3-yl)-1-oxo-N-((R)-2,2,2-trifluoro-1-(3-methylpyridin-2-yl)ethyl)isoindoline-5-carboxamide O=C1NC(CCC1N1C(C2=CC=C(C=C2C1)C(=O)N[C@@H](C(F)(F)F)C1=NC=CC=C1C)=O)=O